BrC1=CC=C(C2=C1C(COC2C(=O)OCC)(C)C)Cl Ethyl 5-bromo-8-chloro-4,4-dimethyl-3,4-dihydro-1H-2-benzopyran-1-carboxylate